O([Si](C)(C)C(C)(C)C)CC1(OCC(C1)F)C#N (tert-butyldimethylsiloxy)methyl-4-fluorotetrahydrofuran-2-carbonitrile